NC=1C=C(N(C1)C)C(=O)NC=1C=C(N(C1)C)C(=O)OC methyl 4-(4-amino-1-methylpyrrole-2-amido)-1-methylpyrrole-2-carboxylate